methyl 6-(acetylamino)-2-fluoro-5-methyl-3-nitrobenzoate C(C)(=O)NC1=C(C=C(C(=C1C(=O)OC)F)[N+](=O)[O-])C